COCC(=O)NC(C=1SC(=CC1)C1=NOC(=N1)C(F)(F)F)OC.[O].[Ti] Titanium Oxygen 2-methoxy-N-[methoxy-[5-[5-(trifluoromethyl)-1,2,4-oxadiazol-3-yl]-2-thienyl]-methyl]acetamide